COC=1C=C(C=CC1)[C@@H](C)NC(C1=CN=CC(=C1N1CC2(CCCN2)CC1)C1=CC(=CC(=C1)F)F)=O N-[(R)-1-(m-methoxyphenyl)ethyl]-4-(1,7-diaza-7-spiro[4.4]nonyl)-5-(3,5-difluorophenyl)nicotinamide